CC1=CC=C(C=C1)S(=O)(=O)OCCOCCOCCOCCOC1=CC=C(C=C1)C1=CC=C(C=C1)N1C(N(C(C1(C)C)=O)C1=CC(=C(C=C1)C#N)C(F)(F)F)=S 2-(2-(2-(2-((4'-(3-(4-cyano-3-(trifluoromethyl)phenyl)-5,5-dimethyl-4-oxo-2-thioxoimidazolidin-1-yl)-[1,1'-Biphenyl]-4-yl)oxy)ethoxy)ethoxy)ethoxy)ethyl 4-methylbenzenesulfonate